OC([C@H](C[C@@H]1C(NCC1)=O)NC([C@H](CC(C)C)NC(=O)OC1CC2(CN(C2)C(CC2=CC=CC=C2)=O)C1)=O)S(=O)(=O)[O-].[Na+] Sodium (2S)-1-hydroxy-2-((S)-4-methyl-2-((((2-(2-phenylacetyl)-2-azaspiro[3.3]heptan-6-yl)oxy)carbonyl)amino)pentanamido)-3-((R)-2-oxopyrrolidin-3-yl)propane-1-sulfonate